N-(5-(2-(4-(tert-butyl)phenyl)-5-oxo-7,8-dihydro-1,6-naphthyridin-6(5H)-yl)-2-((2-methoxyethoxy)methoxy)phenyl)methanesulfonamide C(C)(C)(C)C1=CC=C(C=C1)C1=NC=2CCN(C(C2C=C1)=O)C=1C=CC(=C(C1)NS(=O)(=O)C)OCOCCOC